CC1=C(C(=CC(=C1)C)C(CCCCCCCCCCCC)C)O 2,4-dimethyl-6-(1-methyltridec-1-yl)phenol